C1CNCCC12CCC(CC2)CN(CCCN2C(C=C(C=C2)C=2C=C1C(=NC(=NC1=CC2C)C)N[C@H](C)C2=CC(=CC(=C2)C(F)(F)F)N)=O)C (R)-1-(3-(((3-Azaspiro[5.5]undecan-9-yl)methyl)(methyl)amino)propyl)-4-(4-((1-(3-Amino-5-(trifluoromethyl)phenyl)ethyl)amino)-2,7-dimethylquinazolin-6-yl)pyridin-2(1H)-one